CN(C1=CC=C(CCNC(C2=C(C=CC(=C2)F)C(=O)N2CCC(CC2)OC2=NC=C(C=C2)C2=C(C=CC=C2)OC(F)(F)F)=O)C=C1)C N-(4-(dimethylamino)phenethyl)-5-fluoro-2-(4-((5-(2-(trifluoromethoxy)phenyl)pyridin-2-yl)oxy)piperidine-1-carbonyl)benzamide